tert-butyl 4-(7-fluoro-4,5-dihydro-[1,2,4]triazolo[1,5-a][1,8]naphthyridin-2-yl)piperidine-1-carboxylate FC=1C=C2CCC=3N(C2=NC1)N=C(N3)C3CCN(CC3)C(=O)OC(C)(C)C